4-chloro-3-fluoro-2-(2-methylpyrazol-3-yl)naphthalene-1-carbonitrile ClC1=C(C(=C(C2=CC=CC=C12)C#N)C=1N(N=CC1)C)F